[N+](=O)([O-])[C@@H]1[C@H](C1)C1CCC(CC1)NC(OC(C)(C)C)=O tert-butyl N-[4-[(1R,2S)-2-nitrocyclopropyl]cyclohexyl]carbamate